ClC=1C=C(C=CC1)C=1C=NNC1C1=CC=C(C2=CC=CC=C12)OC 4-(3-chlorophenyl)-5-(4-methoxynaphthalene-1-yl)-1H-pyrazole